BrC=1N=CC=2N(C1)C(=CN2)C2=NC=CC(=N2)N2C(C(OCC2)C=2C=NNC2)C 4-(2-(6-Bromoimidazo[1,2-a]pyrazin-3-yl)pyrimidin-4-yl)-3-methyl-2-(1H-pyrazol-4-yl)morpholine